O=C(OCNC1=C(C=CC=C1C(C1=CC=C(C=C1)Br)=O)CC(=O)O)OCCOCCOCCOC(OCNC1=C(C=CC=C1C(C1=CC=C(C=C1)Br)=O)CC(=O)O)=O 2,2'-(((3,14-dioxo-2,4,7,10,13,15-hexaoxahexadecane-1,16-diyl)bis(azanediyl))bis(3-(4-bromobenzoyl)-2,1-phenylene))diacetic acid